Cl.CC(C(=O)OC(C)C)(C)C propan-2-yl 2,2-dimethylpropanoate hydrochloride